morpholineEthanesulfonic Acid ethyl-2-[3-(tert-butoxycarbonylamino)propanoyl-methyl-amino]-4-methyl-thiazole-5-carboxylate C(C)OC(=O)C1=C(N=C(S1)N(C)C(CCNC(=O)OC(C)(C)C)=O)C.N1(CCOCC1)CCS(=O)(=O)O